FC=1C=NC=CC1C=1N=C2N(N=C(C=C2)C)C1C(=O)OCC Ethyl 2-(3-fluoropyridin-4-yl)-6-methylimidazo[1,2-b]pyridazine-3-carboxylate